tert-butyl 3-(5-(2-fluoro-4-formylphenyl)-4-methylpyrimidin-2-yl)isoxazole-5-carboxylate FC1=C(C=CC(=C1)C=O)C=1C(=NC(=NC1)C1=NOC(=C1)C(=O)OC(C)(C)C)C